3-ethoxy-2-methoxy-cyclobutanone C(C)OC1C(C(C1)=O)OC